(5-(4-((1H-pyrazol-4-yl)amino)quinazolin-2-yl)-2,5-diazabicyclo[2.2.1]heptan-2-yl)(phenyl)methanone N1N=CC(=C1)NC1=NC(=NC2=CC=CC=C12)N1C2CN(C(C1)C2)C(=O)C2=CC=CC=C2